ammonium hydroxy phosphate P(=O)(OO)([O-])[O-].[NH4+].[NH4+]